O=C(OCC)NCCCCCCNC(OCC)=O 3,14-Dioxa-4,13-dioxo-5,12-diazahexadecan